N-(2-chloro-7-((2R,3S,4R,5R)-3-fluoro-4-hydroxy-5-(hydroxymethyl)tetrahydrofuran-2-yl)-7H-pyrrolo[2,3-D]pyrimidin-4-yl)dodecanamide ClC=1N=C(C2=C(N1)N(C=C2)[C@@H]2O[C@@H]([C@H]([C@@H]2F)O)CO)NC(CCCCCCCCCCC)=O